3-Chloro-2-[(12aR)-8-ethynyl-10-methyl-1,2,3,4,12,12a-hexahydro-6H-pyrazino[2,1-c][1,4]benzooxazepin-9-yl]phenol ClC=1C(=C(C=CC1)O)C1=C(C2=C(CN3[C@@H](CO2)CNCC3)C=C1C#C)C